(1R,2S,3R,4R,5S,7R)-3-((5-chloro-4-(4-fluoro-2-(2-hydroxypropan-2-yl)-1-isopropyl-1H-benzo[d]imidazol-6-yl)pyrimidin-2-yl)amino)-4,7-dimethyl-6,8-dioxabicyclo[3.2.1]octan-2-ol ClC=1C(=NC(=NC1)N[C@H]1[C@@H]([C@@H]2[C@H](O[C@H]([C@@H]1C)O2)C)O)C=2C=C(C1=C(N(C(=N1)C(C)(C)O)C(C)C)C2)F